5-bromo-6-methylpyridin-2-amin BrC=1C=CC(=NC1C)N